C(C)(C)(C)OC(N[C@H]1CSC2=C(N(C1=O)CC1=CC=C(C=C1)C1=NOC(=N1)C(F)(F)F)C=C(C(=C2)F)Br)=O N-[(3R)-7-bromo-8-fluoro-4-keto-5-[4-[5-(trifluoromethyl)-1,2,4-oxadiazol-3-yl]benzyl]-2,3-dihydro-1,5-benzothiazepine-3-Yl]carbamic acid tert-butyl ester